[N+](=O)([O-])C=1C=C(N2C1CNC(C2)=O)C(=O)N 8-nitro-3-oxo-1,2,3,4-tetrahydropyrrolo[1,2-a]pyrazine-6-carboxamide